BrC=1N=C(C=2N(C1C(F)(F)F)N=CN2)O 6-bromo-5-(trifluoromethyl)-[1,2,4]triazolo[1,5-a]pyrazin-8-ol